(S)-5-methoxy-N-propyl-1,2,3,4-tetrahydronaphthalen-2-amine, (biphenyl)-L-prolinate salt N1[C@@H](CCC1)C(=O)O.C1(=CC=CC=C1)C1=CC=CC=C1.COC1=C2CC[C@@H](CC2=CC=C1)NCCC